1,3-dihydroisoquinolin C1NCCC2=CC=CC=C12